NCC(=O)NC1=CC(=C(C=C1)OC1=C(C=C(C=C1)F)F)C=1C2=C(C(N(C1)C)=O)N(C=C2)S(=O)(=O)C2=CC=C(C)C=C2 2-amino-N-(4-(2,4-difluorophenoxy)-3-(6-methyl-7-oxo-1-tosyl-6,7-dihydro-1H-pyrrolo[2,3-c]pyridin-4-yl)phenyl)acetamide